C1(O)=C(O)C(=CC=C1)S(=O)(=O)O catechol-3-sulfonic acid